FC1=CC(=C(C#N)C=C1F)O 4,5-difluoro-2-hydroxybenzonitrile